ClC1=C(C=CC(=C1)Cl)C(COC=1C=C(C#N)C=CC1F)O 3-(2-(2,4-dichlorophenyl)-2-hydroxyethoxy)-4-fluorobenzonitrile